1,6-disulfurylsulfanyl-hexane disodium salt hydrate O.[Na].[Na].S(=O)(=O)=SCCCCCCS=S(=O)=O